IC1=C(C(=CC(=C1C)C)N)N 3-iodo-4,5-xylene-1,2-diamine